4,11-dimethyldodecanoic acid CC(CCC(=O)O)CCCCCCC(C)C